C(C)OC(CC1=NN=NN1CC(=O)N[C@@H]1CN(CC1)C(=O)OC(C)(C)C)=O tert-butyl (S)-3-(2-(5-(2-ethoxy-2-oxoethyl)-1H-tetrazol-1-yl)acetamido)pyrrolidine-1-carboxylate